O\N=C\C=1N=C(SC1)C1CCN(CC1)C(=O)OC(C)(C)C tert-butyl (E)-4-(4-((hydroxyimino)methyl)thiazol-2-yl)piperidine-1-carboxylate